FC1(CCC(CC1)[C@@H](C(NC=1C=NN(C1)C1(CC1)C1=NN=NN1CC(F)(F)F)=O)NC(=O)C=1N(N=CC1)C(C)C)F N-[(1S)-1-(4,4-difluorocyclohexyl)-2-oxo-2-[[1-[1-[1-(2,2,2-trifluoroethyl)-tetrazol-5-yl]cyclopropyl]pyrazol-4-yl]amino]ethyl]-2-isopropyl-pyrazole-3-carboxamide